(R)-4-((4-(4-ethoxypiperidin-1-yl)-1-(phenylthio)butan-2-yl)amino)-3-((trifluoromethyl)sulfonyl)benzenesulfonamide C(C)OC1CCN(CC1)CC[C@H](CSC1=CC=CC=C1)NC1=C(C=C(C=C1)S(=O)(=O)N)S(=O)(=O)C(F)(F)F